benzyl 3-[[(trifluoromethyl)sulfanyl]methyl]azetidine-1-carboxylate FC(F)(F)SCC1CN(C1)C(=O)OCC1=CC=CC=C1